FC=1C(=NC=CC1)CNC(=O)C1=NOC=N1 N-((3-fluoropyridin-2-yl)methyl)-1,2,4-oxadiazole-3-carboxamide